C(C)C1=NC(=CC=C1N1C[C@H](CC(C1)(F)F)CC(=O)[O-])C=1N=NN(C1COC(=O)OC1=CC=C(C=C1)[N+](=O)[O-])C (S)-2-(1-(2-ethyl-6-(1-methyl-5-((((4-nitrophenoxy)carbonyl)oxy)methyl)-1H-1,2,3-triazol-4-yl)pyridin-3-yl)-5,5-difluoropiperidin-3-yl)acetate